3-[1-hydroxy-2-(4-isopropylphenylamino)ethyl]-1H-1,2,4-triazol-5(4H)-one OC(CNC1=CC=C(C=C1)C(C)C)C1=NNC(N1)=O